N1(CCCC1)NC(=O)C=1C2=C(C=CC=3C=4C=CC(=C5C(=CC=C(C(=CC1)C23)C54)C(=O)[O-])C(NN5CCCC5)=O)C(=O)[O-].C(C)(C)(C)[NH2+]C(C)(C)C.C(C)(C)(C)[NH2+]C(C)(C)C ditert-butylammonium 4,10-bis[(1-pyrrolidinyl)carbamoyl]-3,9-perylenedicarboxylate